[I-].CN1C(C(C2=CC=CC=C12)(C)C)C N-methyl-[2,3,3-trimethyl-3H-indole] iodide